C1(CCCC1)NC(=O)C1=CC2=C(N=C(S2)N2CCN(CC2)CC)C(=C1)C N-cyclopentyl-2-(4-ethylpiperazin-1-yl)-4-methylbenzo[d]-thiazole-6-carboxamide